N-lauroyl-N-methyl-β-alanine potassium [K].C(CCCCCCCCCCC)(=O)N(CCC(=O)O)C